6-chloro-5-cyano-4-[[3-(4-methoxy-3-methyl-4-oxo-butyl)-1-methyl-2-oxo-benzoimidazol-5-yl]amino]pyridine-2-carboxylic acid ethyl ester C(C)OC(=O)C1=NC(=C(C(=C1)NC1=CC2=C(N(C(N2CCC(C(=O)OC)C)=O)C)C=C1)C#N)Cl